(+)-1,2-diaminocyclohexane C1CC[C@@H]([C@H](C1)N)N